4-[(Di-t-butoxycarbonylguanidino)ethyl]-proline C(C)(C)(C)OC(=O)N(C(NCCC1C[C@H](NC1)C(=O)O)=N)C(=O)OC(C)(C)C